4-methoxy-β-naphthylamide COC1=CC(=CC2=CC=CC=C12)[NH-]